C1=C(C=CC2=CC=CC=C12)COCCCCCCN1C[C@@H]([C@H]([C@@H]([C@H](C1)O)O)O)O (3S,4R,5R,6S)-1-[6-(2-naphthylmethoxy)hexyl]-3,4,5,6-azepanetetrol